para-anisidinediazonium C(OC1=CC=C(C=C1)N)[N+]#N